COC1=CC(=C2C=CC=NC2=C1)C1(CC1)NC(=O)C=1C=C(OCC2N(CC2)C(=O)OC(C)(C)C)C=CC1C tert-butyl 2-((3-((1-(7-methoxyquinolin-5-yl)cyclopropyl)carbamoyl)-4-methylphenoxy)methyl)azetidine-1-carboxylate